sodium 4-(4-methoxyphenyl)-4-oxobutane-1-sulfonate COC1=CC=C(C=C1)C(CCCS(=O)(=O)[O-])=O.[Na+]